N1-ethyl-N2-methyl-ethane-1,2-diamine C(C)NCCNC